5-Ethyl-4-methyl-thiazolidine-2-ylideneamine C(C)C1C(NC(S1)=N)C